CC=1C(N(C(C1)=O)C1=C(C=CC2=CC=CC=C12)O)=O 3-methyl-1-(2-hydroxynaphthalen-1-yl)-1H-pyrrole-2,5-dione